(S)-N-(5-methyl-4-oxo-7-(7-oxa-2-azaspiro[3.5]nonan-2-yl)-2,3,4,5-tetrahydropyrido[3,2-b][1,4]oxaazepin-3-yl)-4-phenoxypyridineamide CN1C2=C(OC[C@@H](C1=O)NC(=O)C1=NC=CC(=C1)OC1=CC=CC=C1)C=CC(=N2)N2CC1(C2)CCOCC1